8-azabicyclo[3.2.1]octane-6-ol C12CCCC(C(C1)O)N2